N-[2-[[5-[5-[chloro(difluoro)methyl]-1,2,4-oxadiazol-3-yl]pyrimidin-2-yl]amino]-2-phenylethyl]methanesulfonamide ClC(C1=NC(=NO1)C=1C=NC(=NC1)NC(CNS(=O)(=O)C)C1=CC=CC=C1)(F)F